racemic-oxetane-2-formate O1[C@H](CC1)C(=O)[O-] |r|